C(C)(C)(C)OC(=O)N[C@H](CC(C(=O)OCC)C)CC1=CC=C(C=C1)O Ethyl (4R)-4-(tert-butoxycarbonylamino)-5-(4-hydroxyphenyl)-2-methylpentanoate